2-methyl-6-(3-methyl-1-benzofuran-5-yl)-N-[(1S)-1-[3-(1H-pyrazol-4-yl)phenyl]ethyl]pyrimidin CC1N(C(=CC=N1)C=1C=CC2=C(C(=CO2)C)C1)[C@@H](C)C1=CC(=CC=C1)C=1C=NNC1